tert-butyl (5-bromo-3-(3-(4-cyano-3-fluorophenyl)isoxazol-5-yl)pyrazin-2-yl)(tert-butoxycarbonyl)carbamate BrC=1N=C(C(=NC1)N(C(OC(C)(C)C)=O)C(=O)OC(C)(C)C)C1=CC(=NO1)C1=CC(=C(C=C1)C#N)F